N,N-Dimethyl[(E)-2-(6-methoxy-1-indanylidene)ethyl]amine CN(C)C/C=C/1\CCC2=CC=C(C=C12)OC